spiro-[azetidine-3,1'-indene]-2-one C12(C=CC3=CC=CC=C13)C(NC2)=O